BrC1=C(C=C(C=C1C)OS(=O)(=O)C1=CC=C(C=C1)C)O.C1(=CC=CC=C1)CCS(=O)(=O)NC1=CC2=C(N=C(S2)S(=O)(=O)CCC)C=C1 2-phenyl-N-(2-(propylsulfonyl)benzo[d]thiazol-6-yl)ethane-1-sulfonamide (4-bromo-3-hydroxy-5-methyl-phenyl)4-methylbenzenesulfonate